CN(C)CC1=CN=C2N1C=C(C=C2)C2=C(OCCC=1C(=NN(C1C)C)C(C(C)C)O)C=C(C=C2)F (4-(2-(2-(3-((dimethylamino)methyl)imidazo[1,2-a]pyridin-6-yl)-5-fluorophenoxy)ethyl)-1,5-dimethyl-1H-pyrazol-3-yl)-2-methylpropan-1-ol